C(C)(C)(C)OC(=O)N1CCC12CCN(CC2)C2=C(C=CC=C2F)NS(=O)(=O)C2=CC=C(C=C2)S(=O)(=O)N(C)C 7-{2-[4-(dimethylaminosulfonyl)benzenesulfonamido]-6-fluorophenyl}-1,7-diazaspiro[3.5]nonane-1-carboxylic acid tert-butyl ester